(cis)-3-(5-(2-(3'-bromo-5'H-spiro[azetidine-3,7'-furo[3,4-b]pyridin]-1-yl)ethoxy)-7-(trifluoromethyl)-1H-benzo[d]imidazol-1-yl)-1-methylcyclobutan-1-ol BrC=1C=C2C(=NC1)C1(OC2)CN(C1)CCOC1=CC2=C(N(C=N2)C2CC(C2)(O)C)C(=C1)C(F)(F)F